C1(=CC=CC=C1)C1=NC2=CC=CC(=C2C=N1)C phenyl-5-methyl-quinazoline